FCC1C(CC1)C(=O)NN 2-(fluoromethyl)cyclobutanecarbohydrazide